(S)-((5-fluoro-2-(2-methoxy-7-methylquinoxalin-5-yl)-7-methyl-7,8-dihydrobenzofuro[5,4-d]thiazol-7-yl)methyl)carbamic acid tert-butyl ester C(C)(C)(C)OC(NC[C@]1(OC2=C(C1)C1=C(N=C(S1)C1=C3N=CC(=NC3=CC(=C1)C)OC)C=C2F)C)=O